5-[(3aS,7aS)-octahydro-1H-pyrrolo[2,3-c]pyridine-6-carbonyl]-2-[7-(cyclopropylmethyl)-7H-pyrrolo[2,3-d]pyrimidin-6-yl]-7-methoxy-1-methyl-1H-1,3-benzodiazole N1CC[C@@H]2[C@H]1CN(CC2)C(=O)C2=CC1=C(N(C(=N1)C1=CC3=C(N=CN=C3)N1CC1CC1)C)C(=C2)OC